CCC=CCCCCC(CC)C(=O)OC(C)(C)C Tert-butyl undec-3-ene-9-carboxylate